2-((1-(hydroxymethyl)cyclopropyl)methoxy)-5,7-dihydro-6H-pyrrolo[3,4-d]Pyrimidine-6-carboxylic acid benzyl ester C(C1=CC=CC=C1)OC(=O)N1CC=2N=C(N=CC2C1)OCC1(CC1)CO